tert-butyl (tert-butoxycarbonyl)(2-fluoro-5-(2-(2-fluoro-6-(pyrrolidin-1-yl)pyridin-3-yl)-4-oxo-6,7-dihydrothiazolo[5,4-c]pyridin-5(4H)-yl)phenyl)carbamate C(C)(C)(C)OC(=O)N(C(OC(C)(C)C)=O)C1=C(C=CC(=C1)N1C(C2=C(CC1)N=C(S2)C=2C(=NC(=CC2)N2CCCC2)F)=O)F